NC1=C(N=CC(=N1)N1CCC2([C@@H]([C@@H](OC2)C)NCC2=CC=C(C=C2)NC2C(NC(CC2)=O)=O)CC1)SC1=C(C(=NC=C1)N)Cl 3-((4-((((3S,4S)-8-(6-amino-5-((2-amino-3-chloropyridin-4-yl)thio)pyrazin-2-yl)-3-methyl-2-oxa-8-azaspiro[4.5]decan-4-yl)amino)methyl)phenyl)amino)piperidine-2,6-dione